C(C)(=O)N[C@H]1[C@@H](OCC=C)O[C@@H]([C@H]([C@@H]1OC(C(C)(C)C)=O)O)COC(C(C)(C)C)=O allyl 2-acetamido-3,6-di-O-pivaloyl-2-deoxy-alpha-D-glucopyranoside